OC(C)(C=1C=C(C=CC1)CN1N=CC(=C1)C1=NC=2N3C(N(C(C2N1)=O)CCC)=NC=C3)C 2-[1-[[3-(1-hydroxyl-methyl-ethyl)phenyl]methyl]pyrazol-4-yl]-5-propyl-3H-imidazo[2,1-b]purin-4-one